C(C(C)C)C1=CNC=C1CC(C)C 3,4-diisobutyl-pyrrole